6-Chloro-3-((1-(4-(difluoromethyl)phenyl)-4-methyl-1H-1,2,3-triazol-5-yl)methoxy)-4-methoxypyridazine ClC1=CC(=C(N=N1)OCC1=C(N=NN1C1=CC=C(C=C1)C(F)F)C)OC